FC(C1=NN=C(S1)NC(=O)C1=NN2C(C(N(CC2)CC=2C(=NC(=CC2)F)C)=O)=C1C1CC1)(F)F 3-cyclopropyl-5-(6-fluoro-2-methylpyridin-3-ylmethyl)-4-oxo-4,5,6,7-tetrahydropyrazolo[1,5-a]pyrazine-2-carboxylic acid (5-trifluoromethyl[1,3,4]thiadiazol-2-yl) amide